N-(5-chloro-2,3-dihydro-1H-inden-1-yl)-1,5,7-trimethyl-4-oxo-4,5-dihydro-1H-pyrrolo[3,2-c]pyridine-3-carboxamide ClC=1C=C2CCC(C2=CC1)NC(=O)C1=CN(C2=C1C(N(C=C2C)C)=O)C